C1(CCCCC1)CC1CCCCC1 perhydrodiphenyl-methane